N1[C@H](CC1)COC=1C=NC=CC1C1=C(C=2C(NCCC2N1)=O)NC1=C(C(=CC(=C1)F)Cl)OC 2-{3-[(2R)-azetidin-2-ylmethoxy]pyridin-4-yl}-3-[(3-chloro-5-fluoro-2-methoxyphenyl)amino]-1H,5H,6H,7H-pyrrolo[3,2-c]pyridin-4-one